C(C=C)C1=NC=C(C=N1)C(C)C allyl-5-isopropylpyrimidine